Benzo[d][1,3]dioxazole-5-carbonitrile O1NOC2=C1C=CC(=C2)C#N